Ethyl (2RS)-8-(imidazo[1,5-a]pyridin-7-ylmethylamino)chromane-2-carboxylate C=1N=CN2C1C=C(C=C2)CNC=2C=CC=C1CC[C@@H](OC21)C(=O)OCC |r|